Chloro{5-(ethylsulfanyl)-1-methyl-4-[7-methyl-3-(pentafluoroethyl)-7H-imidazo[4,5-c]pyridazin-6-yl]-1H-imidazol-2-yl}zinc lithium chloride [Cl-].[Li+].Cl[Zn]C=1N(C(=C(N1)C1=NC2=C(N=NC(=C2)C(C(F)(F)F)(F)F)N1C)SCC)C